6-((S)-2-methyl-pyrrolidine-1-carbonyl)-3,4-dihydro-1H-pyrrolo[2,1-c][1,4]oxazine-8-carboxylic acid [(R)-1-(5-chloro-6-methoxy-pyridin-3-yl)-propyl]-amide ClC=1C=C(C=NC1OC)[C@@H](CC)NC(=O)C=1C=C(N2C1COCC2)C(=O)N2[C@H](CCC2)C